C[C@@H]1C=C[C@@H](CC1)C(=C)C (1S,4R)-1-methyl-4-(1-methylvinyl)-2-cyclohexene